methanone hydrochloride hydrate O.Cl.C=O